2,6-diheptyloxymethyl-4-pyrone C(CCCCCC)OCC=1OC(=CC(C1)=O)COCCCCCCC